(6'-(difluoromethoxy)-6-methoxy-[2,3'-bipyridin]-5-yl)-5-methyl-3-phenylisoxazole-4-carboxamide FC(OC1=CC=C(C=N1)C1=NC(=C(C=C1)NC(=O)C=1C(=NOC1C)C1=CC=CC=C1)OC)F